S1C=CC2=C1C(=CC=C2)C#N 1-Benzothiophene-7-carbonitrile